FC1=CC=C2C=C(NC2=C1)CO (6-fluoro-1H-indol-2-yl)-methanol